2,6,10-trimethyl-2,6,10-dodecatrien-12-ol CC(C)=CCCC(=CCCC(=CCO)C)C